P(=O)(O)(O)O.C(C)(=O)[K] acetyl-potassium phosphate salt